CON(C(=O)C1C[C@@H]2[C@@H](CN(C2)C(=O)OC(C)(C)C)C1)C tert-butyl (3aR,5R,6aS)-5-[methoxy(methyl)carbamoyl]-hexahydro-1H-cyclopenta[c]pyrrole-2-carboxylate